6-(Hydroxy(6-(2-hydroxy-4-(trifluoromethyl)phenyl)-5-methylpyridazin-3-yl)methyl)hexahydroindolizin-3(2H)-one OC(C1CN2C(CCC2CC1)=O)C=1N=NC(=C(C1)C)C1=C(C=C(C=C1)C(F)(F)F)O